FC(C1=NN=C(S1)N1C(N(C2=C1C=C(C=C2N2C[C@@H](N(CC2)C(=O)OC(C)(C)C)C)S(=O)O)CC)=O)F 3-[5-(difluoromethyl)-1,3,4-thiadiazol-2-yl]-1-ethyl-2-oxo-7-[(3S)-4-tert-butoxycarbonyl-3-methyl-piperazin-1-yl]benzimidazole-5-sulfinic acid